DL-Lysin N[C@@H](CCCCN)C(=O)O |r|